3-(3-fluoro-4-(4-(cyclohexyl)piperazin-1-yl)phenyl)-1H-1,2,4-triazole-3,5-diamine FC=1C=C(C=CC1N1CCN(CC1)C1CCCCC1)C1(NNC(=N1)N)N